7-Benzyl-2,4-dichloro-3-methyl-5,6,7,8-tetrahydro-1,7-naphthyridine C(C1=CC=CC=C1)N1CCC=2C(=C(C(=NC2C1)Cl)C)Cl